4-chloro-7-[2,4-difluoro-6-(2-methoxyethoxy)phenyl]-3-fluoro-thieno[3,2-c]pyridine-6-carboxamide ClC1=NC(=C(C2=C1C(=CS2)F)C2=C(C=C(C=C2OCCOC)F)F)C(=O)N